ClC1=CC=C(C=C1)C1=C(C=C(C=C1)S(=O)(=O)N[C@@H](CCC(=O)NCC(=O)N[C@@H](CC1=CC=NC=C1)C(=O)NC1=CC=C(C=C1)C(N)=O)C(=O)O)C(F)(F)F N-[4'-chloro-2-(trifluoromethyl)[1,1'-biphenyl]-4-sulfonyl]-L-γ-glutamylglycyl-N-(4-carbamoylphenyl)-3-pyridin-4-yl-L-alaninamide